FC1=CC=CC2=C1CN1N(C([C@H]2NC([C@@H](CC2=NC3=C(N2)C(=CC(=C3)F)C)C)=O)=O)CCC1 (R)-N-((S)-6-fluoro-11-oxo-2,3,10,11-tetrahydro-1H,5H-benzo[d]pyrazolo[1,2-a][1,2]diazepine-10-yl)-3-(5-fluoro-7-methyl-1H-benzo[d]imidazol-2-yl)-2-methylpropanamide